OC(CN(CCCCC(=O)OCCN1CCN(CC1)CCSSCCCN(CC(CCCCCCCC)O)CC(CCCCCCCC)O)CC(CCCCCC\C=C/C\C=C/C\C=C/CC)O)CCCCCC\C=C/C\C=C/C\C=C/CC 2-(4-(2-((3-(Bis(2-hydroxydecyl)amino)propyl)disulfaneyl)ethyl)piperazin-1-yl)ethyl 5-(bis((9Z,12Z,15Z)-2-hydroxyoctadeca-9,12,15-trien-1-yl)amino)pentanoate